C(C)(C)(C)OC(=O)N1S(OC[C@H]1C(F)(F)F)(=O)=O (S)-4-(trifluoromethyl)-1,2,3-oxathiazolidine-3-carboxylic acid tert-butyl ester 2,2-dioxide